C(C)C1=C(C=CC(=N1)N)C1=CC=CC=2C1=NC=1CCN(CC1C2)C 6-ethyl-5-(2-methyl-1,2,3,4-tetrahydrobenzo[b][1,6]naphthyridin-6-yl)pyridin-2-amine